NC=1C=2N(C(=CC1)C1=CN(C=3N=CN=C(C31)N(C(OC(C)(C)C)=O)C(=O)OC(C)(C)C)C3CC(C3)OCC3=CC=CC=C3)C=CN2 tert-butyl (5-(8-aminoimidazo[1,2-a]pyridin-5-yl)-7-(3-(benzyloxy)cyclobutyl)-7H-pyrrolo[2,3-d]pyrimidin-4-yl)(tert-butoxycarbonyl)carbamate